N1=CC=CC=2CN(CCC12)C1=C(C=C(C=N1)C(=O)NCC=1C=CC=2N(C1)N=CN2)C 6-(7,8-dihydro-5H-1,6-naphthyridin-6-yl)-5-methyl-N-([1,2,4]triazolo[1,5-a]pyridin-6-ylmethyl)pyridine-3-carboxamide